sodium diphenylphosphinocarboxylate C1(=CC=CC=C1)P(C1=CC=CC=C1)C(=O)[O-].[Na+]